9-methyl-4-(pyrimidin-5-yl)-3,4,7,15-tetraazatricyclo[12.3.1.02,6]Octadeca-1(18),2,5,14,16-pentaen-8-one trifluoroacetate salt FC(C(=O)O)(F)F.CC1C(NC2=CN(N=C2C=2C=CN=C(CCCC1)C2)C=2C=NC=NC2)=O